(S)-3-((3-(4-(Azetidin-3-ylmethyl)piperazin-1-yl)phenyl)amino)piperidine-2,6-dione N1CC(C1)CN1CCN(CC1)C=1C=C(C=CC1)N[C@@H]1C(NC(CC1)=O)=O